N-(6-amino-5-methyl-3-pyridyl)-2-[(2R,5S)-5-methyl-2-[2-(3-pyridyl)-1,3-benzothiazol-5-yl]-1-piperidyl]-2-oxo-acetamide NC1=C(C=C(C=N1)NC(C(=O)N1[C@H](CC[C@@H](C1)C)C=1C=CC2=C(N=C(S2)C=2C=NC=CC2)C1)=O)C